((1R,4R)-7,7-dimethyl-2-oxo-bicyclo[2.2.1]heptan-1-yl)methanesulfonyl fluoride CC1([C@]2(C(C[C@H]1CC2)=O)CS(=O)(=O)F)C